C(C)(C)(C)N1N=C(C=C1NC(OCC1=CC=CC=C1)=O)C1C=C(CC1)C1=CN=C(O1)C(=C)C benzyl (1-(tert-butyl)-3-(3-(2-(prop-1-en-2-yl)oxazol-5-yl)cyclopent-2-en-1-yl)-1H-pyrazol-5-yl)carbamate